FC1(CC(C1)C(=O)N[C@@H]1CN(C[C@H]1NC(=O)C1CC(C1)(F)F)CCNC(OC(C)(C)C)=O)F tert-butyl N-{2-[(3R,4R)-3,4-bis(3,3-difluorocyclobutaneamido)pyrrolidin-1-yl]ethyl}carbamate